5-(4-((3-cyclobutyl-8-fluoro-2,4-dioxo-1,2,3,4-tetrahydroquinazolin-7-yl)methyl)piperazin-1-yl)-6-fluoro-N-methylpicolinamide C1(CCC1)N1C(NC2=C(C(=CC=C2C1=O)CN1CCN(CC1)C=1C=CC(=NC1F)C(=O)NC)F)=O